C(C)(=O)OC1C2(CC(CC1)(C)C)COC(C13C2C(CC(C(C1=O)=C)C3)O)=O 3'-acetyloxy-7-hydroxy-6',6'-dimethyl-10-methylidene-2,11-dioxospiro[3-oxatricyclo[7.2.1.01,6]dodecane-5,2'-cyclohexane]